CN1[C@H]2[C@@](CCC1)(CCC2)COC=2N=C(C1=C(N2)C(=C(N=C1)C1=CC(=CC2=CC=C(C(=C12)C#C)F)O)F)N1CCOC2CC12 4-(2-{[(4as,7ar)-1-methyl-octahydro-1H-cyclopenta[b]pyridin-4a-yl]methoxy}-8-fluoro-4-{2-oxa-5-azabicyclo[4.1.0]hept-5-yl}pyrido[4,3-d]pyrimidin-7-yl)-5-ethynyl-6-fluoronaphthalen-2-ol